tetradecyl-ammonium fluoride [F-].C(CCCCCCCCCCCCC)[NH3+]